4-(S or R)-cyclopropyl-N-((1S)-(5-(cyclopropyl(4,4,4-trifluorobutanamido)-methyl)benzo[d]oxazol-2-yl)(4,4-difluorocyclohexyl)methyl)-1,2,5-oxadiazole-3-carboxamide C1(CC1)C=1C(=NON1)C(=O)N[C@@H](C1CCC(CC1)(F)F)C=1OC2=C(N1)C=C(C=C2)[C@@H](NC(CCC(F)(F)F)=O)C2CC2 |o1:29|